OC1=CC(=CC2=CC=C(C=C12)O)S(=O)(=O)O 1,7-dihydroxynaphthalene-3-sulfonic acid